2-methoxy-N-methyl-3-(pyrrolidin-3-ylmethoxy)acridin-9-amine hydrochloride salt Cl.COC1=CC2=C(C3=CC=CC=C3N=C2C=C1OCC1CNCC1)NC